2-hexyldecyl 8-(7-bromo-N-hexylheptanamido)octanoate 2-Hexyldecyl-8-(7-bromo-N-hexylheptanamido)octanoate trans-tert-butyl-(3-aminocyclobutyl)carbamate C(C)(C)(C)N(C(O)=O)[C@@H]1C[C@H](C1)N.C(CCCCC)C(COC(CCCCCCCN(C(CCCCCCBr)=O)CCCCCC)=O)CCCCCCCC.BrCCCCCCC(=O)N(CCCCCC)CCCCCCCC(=O)OCC(CCCCCCCC)CCCCCC